CC1=CC(=CC(=N1)N1S(CC[C@H]1C(=O)OC)(=O)=O)C(F)(F)F methyl (3S)-2-[6-methyl-4-(trifluoromethyl)-2-pyridyl]-1,1-dioxo-1,2-thiazolidine-3-carboxylate